ClC1=C(C2=C(C(=N1)C)CC(C2)(C)C)C#N 3-chloro-1,6,6-trimethyl-5,7-dihydro-cyclopenta[3,4-c]pyridine-4-carbonitrile